p-Cyclohexylfluorobenzol C1(CCCCC1)C1=CC=C(C=C1)F